CC1=C(OC=2CCC3=CN(N=C3C21)CC2=NC=CC=C2)C(=O)NCC2=NOC(=C2)C 8-Methyl-N-[(5-methyl-1,2-oxazol-3-yl)methyl]-2-(pyridin-2-ylmethyl)-4,5-dihydro-2H-furo[2,3-g]indazole-7-carboxamide